ClC1=C2C=C(NC2=CC(=C1Cl)F)C(=O)OCC ethyl 4,5-dichloro-6-fluoro-1H-indole-2-carboxylate